CN(CCNC(=S)NC1=CC(=CC(=C1)C(F)(F)F)C(F)(F)F)CCNC(=S)NC1=CC(=CC(=C1)C(F)(F)F)C(F)(F)F 1,1'-((methylazanediyl)bis(ethane-2,1-diyl))bis(3-(3,5-bis(trifluoromethyl)phenyl)thiourea)